OCC1CC(C1)OCC(=O)O 2-[3-(hydroxymethyl)cyclobutoxy]Acetic acid